C(=O)O.ClC=1C=C2CCC[C@]3(C2=C(C1)C1=C2C(=NC=C1)C=C(S2)CN2C(CCC2=O)=O)CNCCO3 (S)-1-((7-(6'-chloro-3',4'-dihydro-2'H-spiro[morpholine-2,1'-naphthalen]-8'-yl)thieno[3,2-b]pyridin-2-yl)methyl)pyrrolidine-2,5-dione, formic acid salt